C[C@@H]1CC[C@H](N(C1)C(C(=O)NC=1C=NC=C(C1)C)=O)C1=CC=C(C=C1)C 2-[(2S,5R)-5-methyl-2-(p-tolyl)-1-piperidyl]-N-(5-methyl-3-pyridyl)-2-oxo-acetamide